NC1=NN2C(C=C(C=C2)C#N)=C1C(=O)N[C@@H](C)C=1N(C(C2=C(C=CC=C2C1)C#CC=1C=NN(C1)C([2H])([2H])[2H])=O)C1=CC=CC=C1 (S)-2-Amino-5-cyano-N-(1-(8-((1-(methyl-d3)-1H-pyrazol-4-yl)ethynyl)-1-Oxo-2-phenyl-1,2-dihydroisoquinolin-3-yl)ethyl)pyrazolo[1,5-a]pyridine-3-carboxamide